(tert-butoxycarbonyl)((1R,2R)-7-chloro-2-((S)-2-(dimethylcarbamoyl)-3,3-dimethylazetidin-1-yl)-2,3-dihydro-1H-inden-1-yl)sulfamic acid C(C)(C)(C)OC(=O)N(S(O)(=O)=O)[C@H]1[C@@H](CC2=CC=CC(=C12)Cl)N1[C@@H](C(C1)(C)C)C(N(C)C)=O